tert-butyl 5-[3-[2-[(3S)-4-ethoxy-3-methyl-4-oxo-butanoyl]-4-fluoro-6-methoxy-benzothiophen-5-yl] oxypropoxy]-4-fluoro-6-methoxy-isoindoline-2-carboxylate C(C)OC([C@H](CC(=O)C=1SC2=C(C1)C(=C(C(=C2)OC)OCCCOC=2C(=C1CN(CC1=CC2OC)C(=O)OC(C)(C)C)F)F)C)=O